FC=1C=C(C=NC1)OC1=CC(=NC=C1)N 4-[(5-fluoro-3-pyridyl)oxy]pyridin-2-amine